[Si](C)(C)(C(C)(C)C)OC[C@@]1([C@@H](C[C@@H](O1)N1CNCC=C1)OC(C1=CC=CC=C1)(C1=CC=CC=C1)C1=CC=C(C=C1)OC)CCl 1-[(2R,4R,5R)-5-{[(tert-butyldimethylsilyl)oxy]methyl}-5-(chloro-methyl)-4-[(4-methoxyphenyl)diphenylmethoxy]oxolan-2-yl]-3H-pyrimidine